O1C(CCCC1)ONCC1=CC=C(C=C1)C1=NN(C=N1)C1=CC=C(C=C1)OC(F)(F)F O-(tetrahydro-2H-pyran-2-yl)-N-(4-(1-(4-(trifluoromethoxy)phenyl)-1H-1,2,4-triazol-3-yl)benzyl)hydroxylamine